N-(ethyl-beta-hydroxyethyl)-p-phenylenediamine C(C)C(CNC1=CC=C(C=C1)N)O